1-Cyclopropylazetidin-3-yl (8-amino-7-fluoro-6-(8-methyl-2,3-dihydro-1H-pyrido[2,3-b][1,4]oxazin-7-yl)isoquinolin-3-yl)carbamate NC=1C(=C(C=C2C=C(N=CC12)NC(OC1CN(C1)C1CC1)=O)C1=C(C2=C(OCCN2)N=C1)C)F